N1=CN=CC(=C1)C1=CC=C(C=C1)[C@@H](C)[N+]1=NOC(=C1)[N-]C(NC1=CC(=CC=C1)C(F)(F)F)=O (R)-(3-(1-(4-(pyrimidin-5-yl)phenyl)ethyl)-1,2,3-oxadiazol-3-ium-5-yl)((3-(trifluoromethyl)phenyl)carbamoyl)amide